5,5'-dimethyl-2,2'-bifuran CC1=CC=C(O1)C=1OC(=CC1)C